tert-butyl (3ar,5r,6as)-5-aminocyclopenta[c]pyrrole-2(1H)-carboxylate NC1=CC=2C(CN(C2)C(=O)OC(C)(C)C)=C1